(3-(2-methyl-2H-pyrazolo[3,4-b]pyridin-5-yl)-6-quinoxalinyl)(1,4-oxazepan-4-yl)methanone CN1N=C2N=CC(=CC2=C1)C=1C=NC2=CC=C(C=C2N1)C(=O)N1CCOCCC1